CN1N=C(C(=C1C)O)C1=C(C=CC=C1)S(=O)(=O)C(C)C 1,5-dimethyl-3-(2-(isopropylsulfonyl)phenyl)-pyrazole-4-ol